C(#N)C=1C=C(C=CC1F)NC(=O)N1CC=2C(=NN3C2C(CC[C@@](C3)(C=C)O)(F)F)CC1 |o1:22| (S*)-N-(3-Cyano-4-fluorophenyl)-11,11-difluoro-8-hydroxy-8-vinyl-3,4,8,9,10,11-hexahydro-1H-pyrido[4',3':3,4]pyrazolo[1,5-a]azepine-2(7H)-carboxamide